ClC=1C(=CC2=C([C@@H]([C@](O2)(C2=CC=CC=C2)CNC2CCC(CC2)(C)O)C)C1C1=C(C(=O)N)C=CC(=C1F)OCC(C)(C)O)F 2-((2S,3S,4S)-5-chloro-6-fluoro-2-((((trans)-4-hydroxy-4-methylcyclohexyl)amino)methyl)-3-methyl-2-phenyl-2,3-dihydrobenzofuran-4-yl)-3-fluoro-4-(2-hydroxy-2-methylpropyloxy)benzamide